tert-butyl (1-(6-bromo-3-cyanopyrazolo[1,5-a]pyridin-4-yl)-4-methylpiperidin-4-yl)carbamate BrC=1C=C(C=2N(C1)N=CC2C#N)N2CCC(CC2)(C)NC(OC(C)(C)C)=O